8-bromo-2-(methylsulfinyl)-N-(4-(pyridin-2-yl)benzyl)pyrazolo[1,5-a][1,3,5]triazin-4-amine BrC=1C=NN2C1N=C(N=C2NCC2=CC=C(C=C2)C2=NC=CC=C2)S(=O)C